C[Si](OC(C)(C)C)(CCCC)C di(methyl)n-butyl-(tert-butoxy)silane